C(#N)C=1C(=NC=CC1)CN1C2CN(CC1C2)C2=CC=C(C=N2)C=2C=1N(C=C(C2)OCC(C)(C)O)N=CC1C#N 4-(6-(6-((3-cyanopyridin-2-yl)methyl)-3,6-diazabicyclo[3.1.1]heptan-3-yl)pyridin-3-yl)-6-(2-hydroxy-2-methylpropoxy)pyrazolo[1,5-a]pyridine-3-carbonitrile